CC1=CC(=C(C=C1)C(C=1OC(=CC1)C)NC(=O)C1(CC1)C=1C=C2C(=CNC2=CC1)CCOP(O)(O)=O)N1CCCCC1 {2-[5-(1-{[(4-methyl-2-(piperidin-1-yl)phenyl)(5-methylfuran-2-yl)methyl]carbamoyl}cyclopropyl)-1H-indol-3-yl]ethoxy}phosphonic acid